Titanium Tetrakis(Dimethylamide) C[N-]C.C[N-]C.C[N-]C.C[N-]C.[Ti+4]